O1C(C1)C(=O)O Oxiranic acid